NCCN1N=NC(=C1)C1=CN=C2N1N=C(C=C2)N[C@H](C)C2=C(C=CC(=C2)F)OC (R)-3-(1-(2-aminoethyl)-1H-1,2,3-triazol-4-yl)-N-(1-(5-fluoro-2-methoxyphenyl)ethyl)imidazo[1,2-b]pyridazin-6-amine